di-tert-butyl-(2R,4R)-4-((4,6-dichloro-3-fluoropyridin-2-yl)methyl)-2-methylpiperidine-1,4-dicarboxylic acid C(C)(C)(C)C1[C@](N(CC[C@@]1(C(=O)O)CC1=NC(=CC(=C1F)Cl)Cl)C(=O)O)(C)C(C)(C)C